BrC=1C=NN(C1C)C1(C(CCC1)=O)C 2-(4-bromo-5-methyl-pyrazol-1-yl)-2-methyl-cyclopentanone